N1C=CC2=CC=CC(=C12)C=1C(=NC(=CC1)N)N 3-(1H-indol-7-yl)pyridine-2,6-diamine